CC1=CC[C@@H]2C(=C(C)C)CC[C@]2(CC1)C The molecule is a carbobicylic compound that is (8aS)-1,2,3,3a,4,5,8,8a-octahydroazulene substituted by a propan-2-ylidene, methyl and methyl groups at positions 1, 3aR and 6, respectively. It has a role as an Aspergillus metabolite. It is a sesquiterpene, a carbocyclic compound and a polycyclic olefin.